3-cyclopropyl-6-(1-oxo-3,4-dihydroisoquinolin-2(1H)-yl)pyrimidine-2,4(1H,3H)-dione C1(CC1)N1C(NC(=CC1=O)N1C(C2=CC=CC=C2CC1)=O)=O